N(=[N+]=[N-])CC1CCN(CC1)CC1=CC(=C(C=C1)C1=C2C=CNC2=CC=C1)C(C)C 4-(4-((4-(azidomethyl)piperidin-1-yl)methyl)-2-isopropylphenyl)-1H-indole